[Si](C)(C)(C(C)(C)C)OCCN1N=C(C(=C1CN(C[C@@H](C)O)C(C)C)I)OCC (2R)-1-[[2-[2-[tert-butyl(dimethyl)silyl]oxyethyl]-5-ethoxy-4-iodo-pyrazol-3-yl]methyl-isopropyl-amino]propan-2-ol